5-((R)-2-((R)-2-((tert-butoxycarbonyl)amino)-3-methylbutanamido)-propanamido)thiophene-2-carboxylic acid C(C)(C)(C)OC(=O)N[C@@H](C(=O)N[C@@H](C(=O)NC1=CC=C(S1)C(=O)O)C)C(C)C